2-(3-pyridyl)-5-trifluoromethylpyrimidine N1=CC(=CC=C1)C1=NC=C(C=N1)C(F)(F)F